5-(4-(1-Cyclohexyl-1H-pyrazol-4-yl)-2-fluoro-6-hydroxyphenyl)-1,2,5-thiadiazolidin-3-one 1,1-dioxide C1(CCCCC1)N1N=CC(=C1)C1=CC(=C(C(=C1)O)N1CC(NS1(=O)=O)=O)F